2-Nitro-phenylalanine [N+](=O)([O-])C1=C(C[C@H](N)C(=O)O)C=CC=C1